4-(3-aminopyridin-2-oxy)piperidine-1-carboxylic acid tert-butyl ester C(C)(C)(C)OC(=O)N1CCC(CC1)OC1=NC=CC=C1N